C(C)OC=1C(=NC(=C(C1)N1[C@@H](CN(CC1)C(=O)C=1C(=NC(=CC1)OCC)C(F)(F)F)CC)C(=O)NCC1CN(C1)C)C=1C=NC=CC1 ethoxy-5-[(2R)-4-[6-ethoxy-2-(trifluoromethyl)pyridine-3-carbonyl]-2-ethylpiperazin-1-yl]-N-[(1-methylazetidin-3-yl)methyl]-[2,3'-bipyridine]-6-carboxamide